(R)-1-(5-fluoro-2-methylpyridin-3-yl)ethyl (4-(5-aminopyridin-2-yl)-1-methyl-1H-1,2,3-triazol-5-yl)carbamate NC=1C=CC(=NC1)C=1N=NN(C1NC(O[C@H](C)C=1C(=NC=C(C1)F)C)=O)C